Ethyl (2R)-2-hydroxy-3-(1H-imidazol-1-yl)propanoate O[C@@H](C(=O)OCC)CN1C=NC=C1